ClC1=C2C(=CC=C1Cl)N(C(C21CCN(CC1)C(=O)C1=CC=C2C(=N1)C=NN2)=O)CC(=O)NCC(F)(F)F 2-[4,5-dichloro-2-oxo-1'-(1H-pyrazolo[4,3-b]pyridine-5-carbonyl)spiro[indole-3,4'-piperidin]-1-yl]-N-(2,2,2-trifluoroethyl)acetamide